O1[NH+]=CC=N1 furazanium